[Fe].OCCN(C(CO)(CO)CO)CCO 2-bis(2-hydroxyethyl)amino-2-hydroxymethyl-1,3-propanediol iron